2-(6-{5-chloro-2-[(oxacyclohex-4-yl)amino]pyrimidin-4-yl}-1-oxo-2,3-dihydro-1H-isoindol-2-yl)-N-[(1S)-1-(3-chlorophenyl)-2-hydroxyethyl]acetamide ClC=1C(=NC(=NC1)NC1CCOCC1)C1=CC=C2CN(C(C2=C1)=O)CC(=O)N[C@H](CO)C1=CC(=CC=C1)Cl